1-bromo-2-(4-(trifluoromethyl)benzyl)benzene BrC1=C(C=CC=C1)CC1=CC=C(C=C1)C(F)(F)F